N1=NC(=NC=C1)NC=1C(N(C=C(C1)Br)C)=O 3-(1,2,4-Triazin-3-ylamino)-5-bromo-1-methylpyridin-2(1H)-one